1-chloro-3-(1-(5-chloro-2-ethoxy-3-(6-methoxypyridin-3-yl)-4-methylphenyl)ethyl)imidazo[1,5-a]pyrazin-8-amine ClC=1N=C(N2C1C(=NC=C2)N)C(C)C2=C(C(=C(C(=C2)Cl)C)C=2C=NC(=CC2)OC)OCC